2-(6-((E)-((1S,2S,5S,6S)-2,6-difluoro-1,5-dimethyl-8-azabicyclo[3.2.1]octan-3-ylidene)methyl)pyridazin-3-yl)-5-(1H-imidazol-1-yl)phenol F[C@@H]\1[C@@]2(C[C@@H]([C@](C/C1=C\C1=CC=C(N=N1)C1=C(C=C(C=C1)N1C=NC=C1)O)(N2)C)F)C